NC1=NC=NC(=C1C#C[C@@H]1N(CCC1)C(=O)OC(C)(C)C)Cl tert-butyl (R)-2-((4-amino-6-chloropyrimidin-5-yl)ethynyl)pyrrolidine-1-carboxylate